C[N+](CCC)(CC)CC N-methyl-N,N-diethyl-N-propylammonium